C1=CC=CC=2C3=CC=CC=C3N(C12)C1=C(C(=O)O)C=CC=C1C(=O)O carbazole-9-yl-isophthalic acid